2-(5-(adamantan-1-yl)-2-hydroxybenzylidene)-N-(2-methoxyphenyl)hydrazine C12(CC3CC(CC(C1)C3)C2)C=2C=CC(=C(C=NNC3=C(C=CC=C3)OC)C2)O